BrC1=C(C=CC=C1)C1CC2=CC=CC=C2C=C1 2-(2-bromophenyl)-1H-naphthalene